1-[(1S)-1-phenylpropyl]azetidin C1(=CC=CC=C1)[C@H](CC)N1CCC1